triethylammonium sulfate salt S(=O)(=O)([O-])[O-].C(C)[NH+](CC)CC.C(C)[NH+](CC)CC